C[Si](NC(C)(C)C)(C)C N-(trimethylsilyl)t-butylamine